3-[5-(4-Bromophenyl)-1-[2-(trifluoromethyl)phenyl]pyrrol-2-yl]phenoxyl-N,N-dimethyl-propan-1-amine hydrochloride Cl.BrC1=CC=C(C=C1)C1=CC=C(N1C1=C(C=CC=C1)C(F)(F)F)C=1C=C(OC(CC)N(C)C)C=CC1